C[Si](C)(C)N([Si](C)(C)C)[Sn]N([Si](C)(C)C)[Si](C)(C)C bis[bis(trimethylsilyl)amino]tin (II)